OC=1C=C(C=CC1O)C#CC1=CC=C(C=C1)O 3,4,4'-trihydroxytolan